(2S,4R)-1-[(2S)-2-(4-cyclopropyltriazol-1-yl)-3,3-dimethyl-butanoyl]-N-[[5-(difluoromethyl)-2-methyl-pyrazol-3-yl]methyl]-4-hydroxy-pyrrolidine-2-carboxamide C1(CC1)C=1N=NN(C1)[C@H](C(=O)N1[C@@H](C[C@H](C1)O)C(=O)NCC=1N(N=C(C1)C(F)F)C)C(C)(C)C